tert-butyl 2-(4-(4-(3-acetamidoprop-1-yn-1-yl)phenyl)-2,3,9-trimethyl-6H-thieno[3,2-f][1,2,4]triazolo[4,3-a][1,4]diazepin-6-yl)acetate C(C)(=O)NCC#CC1=CC=C(C=C1)C1=NC(C=2N(C3=C1C(=C(S3)C)C)C(=NN2)C)CC(=O)OC(C)(C)C